7-oxo-4,5,6,7-tetrahydrobenzo[b]thiophene-2-carboxylic acid ethyl ester C(C)OC(=O)C1=CC2=C(S1)C(CCC2)=O